1-(6-(4,4-difluorocyclohexyl)pyridin-3-yl)-3-(5-fluoro-1-(methylsulfonyl)-1H-pyrrolo[2,3-b]pyridin-3-yl)urea FC1(CCC(CC1)C1=CC=C(C=N1)NC(=O)NC1=CN(C2=NC=C(C=C21)F)S(=O)(=O)C)F